C(C)(C)(C)OC(=O)N1CC(C1)NC1=NC=CC=C1 3-[(pyridin-2-yl)amino]azetidine-1-carboxylic acid tert-butyl ester